ClC=1C(=C(C=CC1)C=1CCOC2=C(C1C1=CC=C(C=C1)O[C@@H]1CN(CC1)CCCF)C=CC(=C2F)O)C 4-(3-Chloro-2-methylphenyl)-9-Fluoro-5-[4-[(3S)-1-(3-fluoropropyl)pyrrolidin-3-yl]oxyphenyl]-2,3-dihydro-1-benzoxepin-8-ol